C(C)(C)(C)OC(C(CC1=NN(C=C1)C1CC1)N1OCN(OC1)C1=C(C=CC(=C1)Cl)N1N=NC(=C1)Cl)=O 2-(4-(5-chloro-2-(4-chloro-1H-1,2,3-triazol-1-yl)phenyl)-2,5-dioxapiperazin-1-yl)-3-(1-cyclopropyl-1H-pyrazol-3-yl)propionic acid tert-butyl ester